C1(=CC=CC=C1)[SiH](N[SiH](C1=CC=CC=C1)C1=CC=CC=C1)C1=CC=CC=C1 1,1,3,3-tetraphenyldisilazane